1-(piperidin-4-yl)-1H-pyrazole-4-carboxamide N1CCC(CC1)N1N=CC(=C1)C(=O)N